(1R,2R)-5-Methyl-4'-pentyl-2-(prop-1-en-2-yl)-2',6'-bis(prop-2-yn-1-yloxy)-1,2,3,4-tetrahydro-1,1'-biphenyl CC=1CC[C@H]([C@@H](C1)C1=C(C=C(C=C1OCC#C)CCCCC)OCC#C)C(=C)C